OC1=C(C=CC(=C1)OCC)C1=NC(=NC(=N1)C1=CC=CC=C1)C1=CC=CC=C1 2-(2-hydroxy-4-ethoxyphenyl)-4,6-diphenyl-1,3,5-triazine